C1(=CC=CC=C1)N(C(C1=CC=CC=C1)=O)CC N-phenyl-N-ethylbenzamide